(4-(N-(2-fluorobenzyl)sulfamoyl)phenyl)-2-(pyridin-4-yl)cyclopropane-1-carboxamide FC1=C(CNS(=O)(=O)C2=CC=C(C=C2)C2(C(C2)C2=CC=NC=C2)C(=O)N)C=CC=C1